(S)-N-(2-cyclopropyl-4-methyl-5-oxo-5,6,7,8-tetrahydro-4H-pyrazolo[1,5-a][1,3]diazepin-6-yl)-1-((2,2-difluorocyclopropyl)methyl)-1H-1,2,4-triazole-3-carboxamide C1(CC1)C1=NN2C(N(C(C(CC2)NC(=O)C2=NN(C=N2)C[C@H]2C(C2)(F)F)=O)C)=C1